N-(5-(2-(((1r,4r)-4-(dimethylamino)cyclohexyl)amino)-7H-pyrrolo[2,3-d]pyrimidin-6-yl)-2-fluorophenyl)-P-(4-fluorobenzyl)phosphonamidic acid CN(C1CCC(CC1)NC=1N=CC2=C(N1)NC(=C2)C=2C=CC(=C(C2)NP(O)(=O)CC2=CC=C(C=C2)F)F)C